N1N=CC2=C(C=CC=C12)C1=C(C(=O)N)C=CC(=N1)C1NCCN(C1)CN1CCN(CC1)S(=O)(=O)C 2-(1H-indazol-4-yl)-6-(4-methanesulfonyl-piperazin-1-ylmethyl-piperazin-5-yl)-nicotinamide